2-[3-[[2-(Cyclopropanecarboxamido)-5-(trideuteromethylcarbamoyl)-4-pyridyl]amino]-2-methoxy-phenyl]-4,6-Dihydropyrrolo[3,4-c]pyrazole-5-carboxylate C1(CC1)C(=O)NC1=NC=C(C(=C1)NC=1C(=C(C=CC1)N1N=C2C(=C1)CN(C2)C(=O)[O-])OC)C(NC([2H])([2H])[2H])=O